5-(2-chloro-5-methoxyphenyl)-6-(2,6-difluorophenyl)-1-ethyl-3,4-dihydropyridine-2(1H)-one ClC1=C(C=C(C=C1)OC)C=1CCC(N(C1C1=C(C=CC=C1F)F)CC)=O